(3S,5R)-5-(5-Bromothiophen-2-yl)-N-(3-chloro-4-fluorophenyl)-2-methyl-1,2,6-thiadiazinane-3-carboxamide 1,1-dioxide BrC1=CC=C(S1)[C@H]1C[C@H](N(S(N1)(=O)=O)C)C(=O)NC1=CC(=C(C=C1)F)Cl